C(=O)C1=CC=C(C=C1)C=1N=C(N(N1)C1=CC=C(C=C1)OC(F)(F)F)N=CN(C)C N'-[5-(4-formylphenyl)-2-[4-(trifluoromethoxy)phenyl]-1,2,4-triazol-3-yl]-N,N-dimethyl-formamidin